C(#N)C1=CC=C(C=C1)NC(NC=1C=C(C(=O)OC(C)(C)C)C=C(C1)NC(=O)NC1=CC=C(C=C1)C=1NCCN1)=O tert-butyl 3-(3-(4-cyanophenyl)ureido)-5-(3-(4-(4,5-dihydro-1H-imidazol-2-yl)phenyl)ureido)benzoate